C1(=CC=CC=C1)P[O-].[Li+].O=C1NC(CCC1N1C(C2=CC=C(C=C2C1)C(=O)N[C@@H](C)C1=C(C=CC=C1)C)=O)=O 2-(2,6-dioxopiperidin-3-yl)-1-oxo-N-((S)-1-o-tolylethyl)isoindoline-5-carboxamide lithium phenyl-phosphinite